Cyclopentanecarboxylic acid [(2R)-3-(3-ethyl-4-oxo-spiro[6,8-dihydro-5H-pyrazolo[4,3-c]azepin-7,4'-tetrahydropyran]-1-yl)-2-methyl-propyl] ester C(C)C1=NN(C2=C1C(NCC1(CCOCC1)C2)=O)C[C@H](COC(=O)C2CCCC2)C